FC1=CC=C(C=C1)C(N1N2C(C(N3[C@H]1COCC3)=O)=CC(C=C2)=O)C2=CC=C(C=C2)F (12aR)-12-[Bis(4-fluorophenyl)methyl]-3,4,12,12a-tetrahydro-1H-[1,4]oxazino[3,4-c]pyrido[2,1-f][1,2,4]triazin-6,8-dion